C(OCC1=CC(=CC=C1)OC)(OC1=CC=C(C=C1)[N+](=O)[O-])=O 3-Methoxybenzyl (4-nitrophenyl) carbonate